2-(5-(2-(4-((tetrahydro-2H-pyran-2-yl)oxy)butoxy)ethoxy)pentyl)isoindoline-1,3-dione O1C(CCCC1)OCCCCOCCOCCCCCN1C(C2=CC=CC=C2C1=O)=O